CC1=C(C=CC(=N1)NC(OC(C)(C)C)=O)NC1=CC=CC=C1 tert-Butyl (6-methyl-5-(anilino)pyridin-2-yl)carbamate